7-((1S)-1-(2-(amino-methyl)-6-oxo-5-oxa-7-azaspiro[3.4]octan-7-yl)ethyl)-3-(2-methoxy-pyridin-4-yl)-1H-indole-2-carboxylic acid NCC1CC2(C1)OC(N(C2)[C@@H](C)C=2C=CC=C1C(=C(NC21)C(=O)O)C2=CC(=NC=C2)OC)=O